3-(2-methyl-5-oxo-pyrrolidin-2-yl)propionic acid CC1(NC(CC1)=O)CCC(=O)O